Methyl 7-amino-4-[4-[[1-[(4-fluorophenyl)carbamoyl]cyclopropanecarbonyl]amino]phenoxy]quinoline-6-carboxylate NC1=C(C=C2C(=CC=NC2=C1)OC1=CC=C(C=C1)NC(=O)C1(CC1)C(NC1=CC=C(C=C1)F)=O)C(=O)OC